2-thiocarbonyl-1,2,3,4-tetrahydro-pyrrolo[3,2-d]pyrimidin-4-one C(=S)=C1NC(C2=C(N1)C=CN2)=O